methane nickel bromide [Ni](Br)Br.C